N(O)=C1C=CC(C=C1)=C(C1=CC=CC=C1)C#N alpha-(4-oximino-2,5-cyclohexadiene-1-ylidene)benzyl cyanide